CN(C)C(=C(C(=O)[O-])C)CC dimethylamino-ethylmethacrylate